COC=1C=C(C=CC1NCC#CC=1N(C2=CC=CC(=C2C1)N[C@@H]1C[C@@H](NCC1)C)CC(F)(F)F)S(=O)(=O)N 3-methoxy-4-{[3-(4-{[(2S,4S)-2-methylpiperidin-4-yl]amino}-1-(2,2,2-trifluoroethyl)-1H-indol-2-yl)prop-2-yn-1-yl]amino}benzene-1-sulfonamide